C(C)OC(=O)C1=CC=2C(=CN=C(C2)C2CC(OCC2)(C)C)N1 5-(2,2-Dimethyltetrahydro-2H-pyran-4-yl)-1H-pyrrolo[2,3-c]pyridine-2-carboxylic acid ethyl ester